[Br-].[Br-].C1(=CC=CC=C1)P(C1=CC=CC=C1)C1=CC=CC=C1.C1(=CC=CC=C1)P(C1=CC=CC=C1)C1=CC=CC=C1.[Pd+2] palladium(II) bis(triphenylphosphine) dibromide